C(C)(C)(C)OC(=O)N1CCN(CC1)C=1C(=NC=CC1)C(=O)O (4-(tert-butoxycarbonyl)piperazin-1-yl)picolinic acid